NC=1SC(=CN1)C(=O)NC1=C(C=C(C(=C1)C(NC1=CC=C(C=C1)Cl)=O)F)C 2-Amino-N-[5-[(4-chlorophenyl)carbamoyl]-4-fluoro-2-methylphenyl]-1,3-thiazole-5-carboxamide